BrC1=CC=CC=2[C@@H]3[C@H](NC12)CCN(C3)C(=O)OCC (4aR,9bS)-ethyl 6-bromo-3,4,4a,5-tetrahydro-1H-pyrido[4,3-b]indole-2(9bH)-carboxylate